NC1=NC=C(C2=C1C(=NN2C(C)C)C2=CC(=C(C=C2F)NS(=O)(=O)C2=C(C=CC(=C2)Cl)Cl)F)C2CCC(CC2)N N-(4-(4-amino-7-((1r,4r)-4-aminocyclohexyl)-1-isopropyl-1H-pyrazolo[4,3-c]pyridin-3-yl)-2,5-difluorophenyl)-2,5-dichlorobenzenesulfonamide